(Z)-methyl 3-(2,3-bis(tert-butoxycarbonyl)guanidino)-5-cyanobenzoate C(C)(C)(C)OC(=O)\N=C(\NC=1C=C(C(=O)OC)C=C(C1)C#N)/NC(=O)OC(C)(C)C